OCC1=CC=C2C=CC(=NC2=C1)NC(OC(C)(C)C)=O tert-butyl N-[7-(hydroxymethyl)quinolin-2-yl]carbamate